NC1=C2N=CN(C2=NC(=N1)N(C)C)C1CCC(CC1)C(=O)NC1=CC(=CC=C1)OC 4-[6-amino-2-(dimethylamino)-9H-purin-9-yl]-N-(3-methoxyphenyl)cyclohexanecarboxamide